CC1(CCC(CC1)C=1C=CC(=C(O\C(\C(=O)OC)=C/OC)C1)C)C methyl (Z)-2-[5-(4,4-dimethylcyclohexyl)-2-methyl-phenoxy]-3-methoxy-prop-2-enoate